trans-1-((4-aminocyclohexyl)amino)-3-(4-chlorophenoxy)propan-2-ol 2,2,2-trifluoroacetate FC(C(=O)O)(F)F.N[C@@H]1CC[C@H](CC1)NCC(COC1=CC=C(C=C1)Cl)O